BrC1=CC=C(S1)CNC=1C=2N=CN([C@H]3[C@H](O)[C@H](O)[C@@H](CO)O3)C2N=CN1 N6-((5-Bromothien-2-yl)methyl)adenosine